FC(N1N=CC(=C1)N1C(NC=2C1=NC(=CC2)NCC2=C(C=C(C=C2)OC)OC)=O)F 3-(1-(difluoromethyl)-1H-pyrazol-4-yl)-5-((2,4-dimethoxybenzyl)amino)-1,3-dihydro-2H-imidazo[4,5-b]pyridin-2-one